N,N'-bis[(9Z,12Z)-octadeca-9,12-dienyl]pentanediamide C(CCCCCCC\C=C/C\C=C/CCCCC)NC(CCCC(=O)NCCCCCCCC\C=C/C\C=C/CCCCC)=O